3,6-Dichloropyridazine-4-carbonyl chloride ClC=1N=NC(=CC1C(=O)Cl)Cl